P(=O)(O)([O-])[O-].[Li+].[Li+] Lithium monohydrogenphosphat